5-methyl-6H,7H,8H-cyclopenta[b]1,8-naphthyridine-2,4-diol CC1=C2C(=NC=3N=C(C=C(C13)O)O)CCC2